6-[4-fluoro-2-(1,2,3,6-tetrahydropyridin-4-yl)-1,3-benzothiazol-6-yl]-2,8-dimethylimidazo[1,2-b]pyridazine Dimethyl-2,3,4,9-tetrahydro-1H-pyrido[3,4-b]indole-1,3-dicarboxylate COC(=O)C1NC(CC2=C1NC1=CC=CC=C21)C(=O)OC.FC2=CC(=CC1=C2N=C(S1)C=1CCNCC1)C=1C=C(C=2N(N1)C=C(N2)C)C